C1(=CC=CC=C1)C1=NC(=CC(=C1)B(O)O)C1=CC=CC=C1 2,6-diphenylpyridine-4-boronic acid